N[C@@H](C(=O)O)CC1=CN(C2=CC=CC=C12)C (2R)-2-amino-3-(1-methylindol-3-yl)propionic acid